6-methyl-1,2,3,4-tetrahydro-quinoline CC=1C=C2CCCNC2=CC1